Bis[(Trimethylsilyl)Methyl]Chromium(II) C[Si](C)(C)C[Cr]C[Si](C)(C)C